N-(4-(2-((4-(4-methylpiperazin-1-yl)phenyl)amino)quinazolin-8-yl)pyrimidin-2-yl)acrylamide CN1CCN(CC1)C1=CC=C(C=C1)NC1=NC2=C(C=CC=C2C=N1)C1=NC(=NC=C1)NC(C=C)=O